C1CCCC=2NC=3CCCCC3NC12 1,2,3,4,5,6,7,8,9,10-decahydrophenazine